1-propyl-1,2,3,4,4a,5,10,10a-octahydrobenzo[g]quinolin C(CC)N1CCCC2CC3=C(CC12)C=CC=C3